CN(C1(CCC2(CN(C(N2CC2(CCC2)C)=O)CC2=CC=C(C=C2)OC)CC1)C1=CC=CC=C1)C cis-8-dimethylamino-3-[(4-methoxyphenyl)-methyl]-1-[(1-methyl-cyclobutyl)-methyl]-8-phenyl-1,3-diazaspiro[4.5]decan-2-one